(cis)-3-[7-(difluoromethoxy)-5-(5,5-dimethyl-1,3,2-dioxaborinan-2-yl)-1H-1,3-benzodiazol-1-yl]-1-methylcyclobutan-1-ol FC(OC1=CC(=CC2=C1N(C=N2)C2CC(C2)(O)C)B2OCC(CO2)(C)C)F